C(=O)(O)C1=CC=C(C=C1)CCN([C@@H]1C=2C=CC=NC2CCC1)CCC1=C(C=CC=C1)O (5S)-5-{[2-(4-Carboxyphenyl)ethyl][2-(2-hydroxyphenyl)ethyl]amino}-5,6,7,8-tetrahydrochinolin